2,3,6-tris(glycidyloxymethyl)styrene C(C1CO1)OCC1=C(C=C)C(=CC=C1COCC1CO1)COCC1CO1